C1(CC1)N(C1=C(C(=NC=C1)C1CCC(CC1)(F)F)N)C N4-cyclopropyl-2-(4,4-difluorocyclohexyl)-N4-methylpyridine-3,4-diamine